N-(4-Bromophenyl)-2,4-Dichlorobenzimidamide BrC1=CC=C(C=C1)NC(C1=C(C=C(C=C1)Cl)Cl)=N